C1OCC12N(CCNC2)C(=O)OC(C)(C)C tert-butyl 2-oxa-5,8-diazaspiro[3.5]nonane-5-carboxylate